C1(=CC=CC=C1)C1=NC(=NC(=N1)C1=CC=CC=C1)C1=C(C(=CC(=C1)N1C2=CC=C(C=C2C=2C=C(C=CC12)C)C)C1=NC(=NC(=N1)C1=CC=CC=C1)C1=CC=CC=C1)N1C2=CC=C(C=C2C=2C=C(C=CC12)C)C 9,9'-(2,6-bis(4,6-diphenyl-1,3,5-triazin-2-yl)-1,4-phenylene)bis(3,6-dimethyl-9H-carbazole)